C([C@H](CCCCCCCCCCCC)O)O (2S)-tetradecane-1,2-diol